3-chloro-6-[6-(dimethylphosphoryl)pyridin-3-yl]-7-fluoro-2-methyl-N-[1-(pyridin-3-yl)propyl]-1,5-naphthyridin-4-amine ClC=1C(=NC2=CC(=C(N=C2C1NC(CC)C=1C=NC=CC1)C=1C=NC(=CC1)P(=O)(C)C)F)C